C(C1=CC=CC=C1)OC1=C(C(OC12CCC(CC2)O)=O)C2=C(C=C(C=C2C)C)C (5r,8r)-4-(benzyloxy)-8-hydroxy-3-mesityl-1-oxaspiro[4.5]dec-3-en-2-one